2-[3-methoxy-4-(1H-pyrazol-4-yl)phenyl]8-(1-methylpiperidine-4-carbonylPhenyl)-2,8-diazaspiro[4.5]Decan-1-one COC=1C=C(C=CC1C=1C=NNC1)N1C(C2(CC1)CCN(CC2)C2=C(C=CC=C2)C(=O)C2CCN(CC2)C)=O